C(C#C)N1CCOC2(C1)CCN(CC2)C(=O)OC(C)(C)C Tert-butyl 4-prop-2-ynyl-1-oxa-4,9-diazaspiro[5.5]undecane-9-carboxylate